5-(2,4-dimethyl-5-nitro-phenyl)-1,3-dimethyl-pyrimidine-2,4-dione CC1=C(C=C(C(=C1)C)[N+](=O)[O-])C=1C(N(C(N(C1)C)=O)C)=O